2-{2-chloro-4-[cyclopentyl-(2-methoxy-5-methylphenyl)amino]Pyrido[3,2-d]Pyrimidin-7-yl}oxolane-2-ol ClC=1N=C(C2=C(N1)C=C(C=N2)C2(OCCC2)O)N(C2=C(C=CC(=C2)C)OC)C2CCCC2